CN(CCC(=O)OC(CCCCCC(=O)N(CCCCCCCCCC)CCCCCCCCCC)CCCCCC(=O)N(CCCCCCCCCC)CCCCCCCCCC)C 1,13-BIS(DIDECYLAMINO)-1,13-DIOXOTRIDECAN-7-YL 3-(DIMETHYLAMINO)PROPANOATE